4-(2,4-dichlorophenyl)-1-phenyl-3-trifluoromethyl-1H-pyrazole-5-carbonitrile ClC1=C(C=CC(=C1)Cl)C=1C(=NN(C1C#N)C1=CC=CC=C1)C(F)(F)F